FC1(CCC(CC1)C1=C(C(=NC=C1)C1=CC=CC=C1)NC(=O)C=1C=NC(=NC1)C(C)C)F N-(4-(4,4-difluorocyclohexyl)-2-phenylpyridin-3-yl)-2-isopropylpyrimidine-5-carboxamide